5,7-difluoro-6-(1-(6-(5-methoxy-2-methylphenyl)-1H-imidazo[4,5-b]pyrazin-1-yl)ethyl)-quinoline FC1=C2C=CC=NC2=CC(=C1C(C)N1C=NC=2C1=NC(=CN2)C2=C(C=CC(=C2)OC)C)F